COC1=C(C=CC(=C1)OCCN1CCCCC1)NN1C(C2=CC=CC=C2C1=O)=O (2-methoxy-4-(2-(piperidin-1-yl)ethoxy)phenylamino)isoindoline-1,3-dione